C(C)(C)(C)OC(NCCN1[C@@H](CN(CC1)C1=CC=NC2=CC(=C(C=C12)OC)OC)C)=O (R)-(2-(4-(6,7-dimethoxyquinolin-4-yl)-2-methylpiperazin-1-yl)ethyl)carbamic acid tert-butyl ester